Cl.ClC1=CC=C(C[C@H]2CO[C@H](CN2C2CCC(CC2)C2=NN(C(=C2)C)C)CN2C(C3C(C3C2=O)(C)C)=O)C=C1 3-(((2R,5S)-5-(4-chlorobenzyl)-4-(4-(1,5-dimethyl-1H-pyrazol-3-yl)cyclohexyl)morpholin-2-yl)methyl)-6,6-dimethyl-3-azabicyclo[3.1.0]hexane-2,4-dione hydrochloride